ClC1=CC(=C(C=N1)C#CC1S(CCC1)(=O)=O)N1CCC(CC1)(C)O ((6-chloro-4-(4-hydroxy-4-methylpiperidin-1-yl)pyridin-3-yl)ethynyl)tetrahydrothiophene-1,1-dioxide